ClC1=NC=C2C(=N1)N(N=C2)[C@H]2C[C@H](CCC2)C(=O)OCC ethyl cis-3-(6-chloropyrazolo[3,4-d]pyrimidin-1-yl)cyclohexanecarboxylate